2-[3-(2-methoxypyrimidin-5-yl)-1,2-oxazol-5-yl]acetic acid methyl ester COC(CC1=CC(=NO1)C=1C=NC(=NC1)OC)=O